OC(C)C=1C=C(C=C2C(N(C=3N(C12)C=NC3C(=O)OC(C)(C)C)C)=O)C tert-butyl 9-(1-hydroxyethyl)-4,7-dimethyl-5-oxo-4,5-dihydroimidazo[1,5-a]quinazoline-3-carboxylate